OC1(CN(CCC1)C(=O)OC(C)(C)C)CC(C1=C(C=CC=C1)C(F)(F)F)=O tert-butyl 3-hydroxy-3-(2-oxo-2-(2-(trifluoromethyl)phenyl)ethyl)piperidine-1-carboxylate